ClC1=CC=C(C=C1)C1=C(CCC(C1)(C)C)CN1CC(C1)CC=1C=C2CN(C(C2=CC1)=O)C1C(NC(CC1)=O)=O 3-(5-((1-((4'-chloro-5,5-dimethyl-3,4,5,6-tetrahydro-[1,1'-biphenyl]-2-yl)methyl)azetidin-3-yl)methyl)-1-oxoisoindolin-2-yl)piperidine-2,6-dione